(±)-4-(8-amino-3-((trans)-2-cyanocyclopropane-1-carboxamido)isoquinolin-6-yl)-3-methyl-N-(2,2,2-trifluoroethyl)benzamide NC=1C=C(C=C2C=C(N=CC12)NC(=O)[C@H]1[C@@H](C1)C#N)C1=C(C=C(C(=O)NCC(F)(F)F)C=C1)C |r|